4-methyl-1,3-oxazolidin-2-one CC1NC(OC1)=O